(1R,3R,5R,7S)-adamantan C12CC3CC(CC(C1)C3)C2